10-phenoxy-1,2,3,4,5,6-hexahydroazepino[4,5-b]indole O(C1=CC=CC=C1)C=1C=2C3=C(NC2C=CC1)CCNCC3